4,10-dichlorobenzo[g]quinazoline ClC1=NC=NC2=C(C3=C(C=C12)C=CC=C3)Cl